Mannose 6-phosphate sodium salt [Na+].P(=O)([O-])([O-])OC[C@H]([C@H]([C@@H]([C@@H](C=O)O)O)O)O.[Na+]